FC(C(C(F)(F)F)(O)C1=CC=C(C=C1)NC(C1=CC=C(C=C1)[N+](=O)[O-])=O)(F)F N-(4-(1,1,1,3,3,3-hexafluoro-2-hydroxypropan-2-yl)phenyl)-4-nitrobenzamide